6,7-Dihydrothiazolo[5,4-c]pyridine-5(4H)-carboxylic acid 2-methoxyethyl ester COCCOC(=O)N1CC2=C(CC1)N=CS2